N-[2-(2,4-dimethylphenyl)-2,2-difluoro-ethyl]-3-[3-(trifluoromethyl)phenoxy]-5,6,8,9-tetrahydrooxepino[4,5-c]pyridazine-4-carboxamide CC1=C(C=CC(=C1)C)C(CNC(=O)C=1C2=C(N=NC1OC1=CC(=CC=C1)C(F)(F)F)CCOCC2)(F)F